CC=1N=C(N(C1)C(=O)N)OCCN1CCN(CC1)C 4-methyl-2-(2-(4-methylpiperazin-1-yl)ethoxy)-1H-imidazole-1-carboxamide